COCOC1=C(C=C(C=C1)C(C)(C)C1=CC=CC=C1)C(C)(C)C1=CC=CC=C1 ((4-(methoxymethoxy)-1,3-phenylene)bis(propane-2,2-diyl))dibenzene